Methyl 4-((6-ethynyl-2-phenylimidazo[1,2-a]pyridin-3-yl)amino)benzoate C(#C)C=1C=CC=2N(C1)C(=C(N2)C2=CC=CC=C2)NC2=CC=C(C(=O)OC)C=C2